N4-(3-aminophenyl)-5-fluoro-N2-(4-(2-methoxyethoxy)phenyl)pyrimidine-2,4-diamine NC=1C=C(C=CC1)NC1=NC(=NC=C1F)NC1=CC=C(C=C1)OCCOC